BrCCOC1OCC1 2-(2-Bromoethoxy)oxetane